ClC1=C2C(=CNC2=C(C=C1)NS(=O)(=O)C=1C=NN(C1)CCO)C#N N-(4-Chloro-3-cyano-1H-indol-7-yl)-1-(2-hydroxyethyl)pyrazol-4-sulfonamid